propyl-dimethyl-octadecyl-ammonium C(CC)[N+](CCCCCCCCCCCCCCCCCC)(C)C